C[Pt](C1(C(=CC=C1)[Si](C)(C)CC=C)[Si](CC=C)(C)C)(C)C Trimethyl-[bis(allyldimethylsilyl)cyclopentadienyl]platinum (IV)